myristylcholine chloride [Cl-].C(CCCCCCCCCCCCC)OCC[N+](C)(C)C